1,3,5-trimethyl-2,4,6-trinitrobenzene CC1=C(C(=C(C(=C1[N+](=O)[O-])C)[N+](=O)[O-])C)[N+](=O)[O-]